tert-butyl 3-((5-cyanopyrazin-2-yl)oxy)azetidine-1-carboxylate C(#N)C=1N=CC(=NC1)OC1CN(C1)C(=O)OC(C)(C)C